COC1=CC=C(CN(CC(=O)OC(C)(C)C)C=2C=3N(N=C(C2)N2CCC(CC2)=O)C(=CN3)C(F)(F)F)C=C1 tert-butyl N-(4-methoxybenzyl)-N-(6-(4-oxopiperidin-1-yl)-3-(trifluoromethyl)imidazo[1,2-b]pyridazin-8-yl)glycinate